3-[1-(4,4-diethyl-2-imino-6-oxo-hexahydropyrimidin-1-yl)-3-methylsulfonyl-propyl]-N-[(1R,2R)-2-hydroxy-2-methyl-indan-1-yl]benzamide C(C)C1(NC(N(C(C1)=O)C(CCS(=O)(=O)C)C=1C=C(C(=O)N[C@H]2[C@](CC3=CC=CC=C23)(C)O)C=CC1)=N)CC